C(C)(C)(C)N=NCC(CC)C#N tert-butylazo-2-cyanobutane